trimethylolpropane tri[3-(2-methyl aziridinyl) propionate] CC1N(C1)CCC(=O)O.CC1N(C1)CCC(=O)O.CC1N(C1)CCC(=O)O.C(O)C(CC)(CO)CO